COC(=O)C1=NC=C(N=C1)N1C[C@H]([C@H](C1)F)N(C)C(=O)OC(C)(C)C.CC1=C(C=CC=C1)[B-](C1=C(C=CC=C1)C)(C1=C(C=CC=C1)C)C1=C(C=CC=C1)C.C1(=CC=CC=C1)[P+](C1=CC=CC=C1)(C1=CC=CC=C1)C1=CC=CC=C1 |o1:12,13| tetraphenylphosphonium tetra(methylphenyl)borate methyl-5-((3R*,4S*)-3-((tert-butoxycarbonyl)(methyl)amino)-4-fluoropyrrolidin-1-yl)pyrazine-2-carboxylate